2-METHYL-2-[METHYL(([(2-METHYL-4-OXOPENTAN-3-YL)CARBAMOYL]METHYL))AMINO]PROPANOIC ACID CC(C(=O)O)(C)N(CC(NC(C(C)C)C(C)=O)=O)C